FC=1C(=C(C=CC1F)[C@H]1[C@@H](S[C@](C1)(C(F)(F)F)C)C(=O)NC1=CC(=C(C=C1)F)C=O)OC (2R,3S,5R)-3-(3,4-difluoro-2-methoxyphenyl)-N-(4-fluoro-3-formylphenyl)-5-methyl-5-(trifluoromethyl)tetrahydrothiophene-2-carboxamide